tert-butyl 6-(8-chloro-5-cyclopropyl-5,6-dihydro-4H-benzo[f][1,2,4]triazolo[4,3-a][1,4]diazepin-1-yl)-2,6-diazaspiro[3.3]heptane-2-carboxylate ClC=1C=CC2=C(CN(CC=3N2C(=NN3)N3CC2(CN(C2)C(=O)OC(C)(C)C)C3)C3CC3)C1